C(C)(C)(C)OC(=O)N([C@H]1C[C@@H](N(C1)C=1C2=CN(N=C2C(=CC1)C(=O)OC)C)C)C methyl 4-[(2S,4S)-4-[tert-butoxycarbonyl(methyl)amino]-2-methyl-pyrrolidin-1-yl]-2-methyl-indazole-7-carboxylate